imidazo[4,5-b]indole-2-thione N=1C(N=C2NC=3C=CC=CC3C21)=S